tert-butyl-((1-isothiocyanato-2-Methylpropan-2-yl)oxy)dimethylsilane C(C)(C)(C)[Si](C)(C)OC(CN=C=S)(C)C